FC1=C(C=C(C=C1)OC=1C(=C2C=CN(C2=CC1F)S(=O)(=O)C1=CC=C(C)C=C1)C)C=1NC(=CN1)CC1=CC=CC(=N1)CCC(=O)OCC Ethyl 3-(6-((2-(2-fluoro-5-((6-fluoro-4-methyl-1-tosyl-1H-indol-5-yl)oxy)phenyl)-1H-imidazol-5-yl)methyl)pyridin-2-yl)propanoate